ethyl 3-(3-benzoyl-1-(4-(1-((tert-butoxycarbonyl)amino)cyclobutyl)benzyl)thioureido)-1H-pyrrole-2-carboxylate C(C1=CC=CC=C1)(=O)NC(N(CC1=CC=C(C=C1)C1(CCC1)NC(=O)OC(C)(C)C)C1=C(NC=C1)C(=O)OCC)=S